ClC=1C=C(C=C(C1)Cl)NC(=O)N1CC2=C(CC1)SC(=C2)C2=NOC(=N2)C(F)(F)F N-(3,5-dichlorophenyl)-2-(5-(trifluoromethyl)-1,2,4-oxadiazol-3-yl)-6,7-dihydrothieno[3,2-c]pyridine-5(4H)-carboxamide